1-(2-iodophenyl)-6-chloro-1H-indol IC1=C(C=CC=C1)N1C=CC2=CC=C(C=C12)Cl